FC=1C(N(C=2C=CC(=NC2C1N1C[C@H](NCC1)C)C#N)C)=O (R)-7-fluoro-5-methyl-8-(3-methylpiperazin-1-yl)-6-oxo-5,6-dihydro-1,5-naphthyridine-2-carbonitrile